IC1=CC=C(C=C1)N1CCN(CC1)C[C@H](C)OC (S)-1-(4-iodophenyl)-4-(2-methoxypropyl)piperazine